7-fluoro-6-iodo-2-methylquinazolin-4(3H)-one FC1=C(C=C2C(NC(=NC2=C1)C)=O)I